ClC=1C=C(C=CC1)C1=CN(C=2N=CN=C(C21)N2CCC(CC2)(C)NC(C)=O)COCC[Si](C)(C)C N-(1-(5-(3-chlorophenyl)-7-((2-(trimethylsilyl)ethoxy)methyl)-7H-pyrrolo[2,3-d]pyrimidin-4-yl)-4-methylpiperidin-4-yl)acetamide